N-isobutyl-4-(5-(7-(1-methyl-1H-pyrazol-4-yl)quinolin-5-yl)pyridin-2-yl)piperazine-1-carboxamide formate C(=O)O.C(C(C)C)NC(=O)N1CCN(CC1)C1=NC=C(C=C1)C1=C2C=CC=NC2=CC(=C1)C=1C=NN(C1)C